N-(3-Chloro-5-(3-(trifluoromethoxy)phenoxy)phenyl)-5-(2-(methylsulfonyl)propan-2-yl)benzo[b]thiophen-2-carboxamid ClC=1C=C(C=C(C1)OC1=CC(=CC=C1)OC(F)(F)F)NC(=O)C1=CC2=C(S1)C=CC(=C2)C(C)(C)S(=O)(=O)C